3-(1-cyclopropylimidazol-4-yl)-N-methyl-4-[[4-(trifluoromethyl)phenyl]methylamino]benzenesulfonamide C1(CC1)N1C=NC(=C1)C=1C=C(C=CC1NCC1=CC=C(C=C1)C(F)(F)F)S(=O)(=O)NC